1-chloronona-3,6-diene ClCCC=CCC=CCC